C(C)(C)[Si](OC(=O)C1C2CC(C(C1)C2)[Si](OCC)(OCC)C)(C(C)C)C(C)C 2-triisopropylsiloxycarbonyl-5-methyldiethoxysilylnorbornane